1,1,1,3-tetrachloro-2,2,3-trifluoropropane ClC(C(C(F)Cl)(F)F)(Cl)Cl